(S)-N-(5-(4-chloro-2-(1-cyclopropylethyl)-3-oxo-2,3-dihydro-1H-pyrrolo[3,4-c]Pyridin-6-yl)-4-methylthiazol-2-yl)acetamide ClC1=NC(=CC2=C1C(N(C2)[C@@H](C)C2CC2)=O)C2=C(N=C(S2)NC(C)=O)C